CC=1N=CC=2N(C1)C=CN2 6-methylimidazo[1,2-a]pyrazin